2,2-difluoroethyl 4-methylbenzenesulfonate CC1=CC=C(C=C1)S(=O)(=O)OCC(F)F